C(C1=CC=CC=C1)N(C(C(C(C)(F)F)(C)C)=O)O N-benzyl-3,3-difluoro-N-hydroxy-2,2-dimethylbutanamide